bis-(3-trimethoxysilylpropyl)disulfide CO[Si](CCCSSCCC[Si](OC)(OC)OC)(OC)OC